3-methyl-2-propen-1,3-sultone CC1=CCS(=O)(=O)O1